(Z)-ethyl 2-cyano-3-amino-3-phenylacrylate C(#N)/C(/C(=O)OCC)=C(\C1=CC=CC=C1)/N